C(#CC1=CC(=C(C(=O)OC)C=C1)OCC1=CC=CC=C1)C1=CC(=C(C(=O)OC)C=C1)OCC1=CC=CC=C1 Dimethyl 4,4'-(ethyne-1,2-diyl)bis(2-(benzyloxy)benzoate)